P(=O)(=O)CC phospho-ethane